O1CCC12CCN(CC2)C2=NC(=NC=N2)NC=2N=CC1=C(C=CC(=C1C2)C(C)C)N2CC(C2)CS(=O)(=O)C N-(4-(1-oxa-7-azaspiro[3.5]nonan-7-yl)-1,3,5-triazin-2-yl)-5-isopropyl-8-(3-((methanesulfonyl)methyl)azetidin-1-yl)isoquinolin-3-amine